n-butyldi(tert-butyl)phosphonium tetrafluoroborate F[B-](F)(F)F.C(CCC)[PH+](C(C)(C)C)C(C)(C)C